L-aspartylglutamine N[C@@H](CC(=O)O)C(=O)N[C@@H](CCC(N)=O)C(=O)O